OCCCCC1CCN(CC1)C(=O)C=1C=C(C(=O)OCC2=CC=CC=C2)C=CC1 Benzyl 3-(4-(4-hydroxybutyl)piperidine-1-carbonyl)benzoate